NC1=NC=2C=C(C(=CC2C2=C1C=NN2C)C(=O)N2N(CCC2)C2=NC=C(C=C2)C(F)(F)F)CC (4-amino-7-ethyl-1-methyl-1H-pyrazolo[4,3-c]quinolin-8-yl)(2-(5-(trifluoromethyl)pyridin-2-yl)pyrazolidin-1-yl)methanone